N[C@@H]([C@@H](CO)OC)CC1=NC=CC=N1 (2S,3R)-3-Amino-2-methoxy-4-(pyrimidin-2-yl)butan-1-ol